ClC1=C(C(=CC=C1)C)C1=NOC(=C1CO[C@H]1[C@@H]2CN([C@H](C1)C2)C2=CC=C(C(=O)OC(C)(C)C)C=C2)C2CC2 tert-butyl 4-[(1S,4S,5R)-5-[[3-(2-chloro-6-methylphenyl)-5-cyclopropyl-1,2-oxazol-4-yl]methoxy]-2-azabicyclo[2.2.1]heptan-2-yl]benzoate